FC(C=1C(=C(C=CC1)[C@@H](C)NC=1C2=C(N=C(N1)C)N=C(C(=C2)N2CCN(CC2)C(C)C)OCCNC)F)F (R)-N-(1-(3-(difluoromethyl)-2-fluorophenyl)ethyl)-6-(4-isopropylpiperazin-1-yl)-2-methyl-7-(2-(methylamino)ethoxy)pyrido[2,3-d]pyrimidin-4-amine